7-amino-N-methyl-N-[5-(trifluoromethyl)indan-1-yl]-2,4,8,11-tetrazatricyclo[7.4.0.02,6]trideca-1(13),3,5,7,9,11-hexaene-12-carboxamide NC=1C2=CN=CN2C2=CC(=NC=C2N1)C(=O)N(C1CCC2=CC(=CC=C12)C(F)(F)F)C